2-Pyridin-3-yl-1H-imidazole-4-carboxylic acid [7-(3,6-dihydro-2H-pyran-4-yl)-4-methoxy-thiazolo[4,5-c]pyridin-2-yl]-amide O1CCC(=CC1)C=1C2=C(C(=NC1)OC)N=C(S2)NC(=O)C=2N=C(NC2)C=2C=NC=CC2